3-methylpyrrolo[1,2-a]pyrazine-6-carboxylic acid methyl ester COC(=O)C1=CC=C2N1C=C(N=C2)C